CC1=NOC(=C1)C1=CC(=C(C=C1)B1OC(C(O1)(C)C)(C)C)C 3-methyl-5-[3-methyl-4-(4,4,5,5-tetramethyl-1,3,2-dioxaborolan-2-yl)phenyl]isoxazole